Cl.NC1CCC(CC1)CN1C(\C(\C2=CC(=C(C=C12)C(=O)NCC#CC=1C=NC=NC1)F)=C/C=1NC(=CC1C)C)=O (Z)-1-(((1r,4r)-4-aminocyclohexyl)methyl)-3-((3,5-dimethyl-1H-pyrrol-2-yl)methylene)-5-fluoro-2-oxo-N-(3-(pyrimidin-5-yl)prop-2-yn-1-yl)indole-6-carboxamide hydrochloride